C(C)(C)(C)C1=NOC(=N1)C(=O)C1=C(N=C(S1)NC1=CC=C(C=C1)F)Cl (3-tert-butyl-1,2,4-oxadiazol-5-yl)[4-chloro-2-(4-fluoroanilino)-1,3-thiazol-5-yl]methanone